rac-(1SR,6RS,7SR)-3-oxo-2-azabicyclo[4.2.0]oct-4-ene-2,7-dicarboxylic acid di-tert-butyl ester C(C)(C)(C)OC(=O)N1[C@H]2C[C@@H]([C@H]2C=CC1=O)C(=O)OC(C)(C)C |r|